ClC1=CC2=C(S1)[C@@]1(C[C@@H](N(CC1)CC=1C=NN(C1)CCS(=O)(=O)C)C)OCC2N(C(C)=O)C N-[(2'S,7R)-2-chloro-2'-methyl-1'-[[1-(2-methylsulfonylethyl)pyrazol-4-yl]methyl]spiro[4,5-dihydrothieno[2,3-c]pyran-7,4'-piperidine]-4-yl]-N-methyl-acetamide